4-(5-cyano-2-methoxyphenyl)-N-((3R,5S)-1-cyano-5-(methoxymethyl)pyrrolidin-3-yl)oxazole-2-carboxamide C(#N)C=1C=CC(=C(C1)C=1N=C(OC1)C(=O)N[C@H]1CN([C@@H](C1)COC)C#N)OC